6-Amino-3-(4'-chloro-3-(2H-1,2,3-triazol-2-yl)-1',2'-dihydrospiro[cyclopentane-1,3'-pyrrolo[2,3-b]pyridin]-5'-yl)-2-fluoro-N,N-dimethylbenzamide NC1=CC=C(C(=C1C(=O)N(C)C)F)C=1C(=C2C(=NC1)NCC21CC(CC1)N1N=CC=N1)Cl